tert-Butyl 4-[2-[3-[[2-chloro-6-[3-[2-[1-(trifluoromethyl)cyclopropyl] ethoxy]pyrazol-1-yl]pyridine-3-carbonyl]sulfamoyl]pyrazol-1-yl]ethoxy]-2,2-dimethyl-pyrrolidine-1-carboxylate ClC1=NC(=CC=C1C(=O)NS(=O)(=O)C1=NN(C=C1)CCOC1CC(N(C1)C(=O)OC(C)(C)C)(C)C)N1N=C(C=C1)OCCC1(CC1)C(F)(F)F